C1(CCCCC1)C[C@H](C(=O)N1C(CC(C1)N1N=NC=C1C(C)(C)O)C(=O)N)NC(C1=CC=C(C=C1)F)=O 1-((R)-3-cyclohexyl-2-(4-fluorobenzamido)propanoyl)-4-(5-(2-hydroxypropan-2-yl)-1H-1,2,3-triazol-1-yl)pyrrolidine-2-carboxamide